N-(2-butyryloxyethyl)methacrylamide C(CCC)(=O)OCCNC(C(=C)C)=O